tert-butyl (3-(cyclopropylmethyl)-7-morpholino-3H-imidazo[4,5-b]pyridin-5-yl)(isoindolin-2-yl)carbamate C1(CC1)CN1C=NC=2C1=NC(=CC2N2CCOCC2)N(C(OC(C)(C)C)=O)N2CC1=CC=CC=C1C2